ClCC=1C=C(C=CC1F)NC(C1=C(C=CC(=C1)C(F)(F)F)OC1=C(C=C(C=C1)F)C)=O N-(3-(chloromethyl)-4-fluorophenyl)-2-(4-fluoro-2-methylphenoxy)-5-(trifluoromethyl)benzamide